C(CCCC)C(COC(CCCCCN(C(OCCN(CCOC(N(CCCCCC(=O)OCC(CCCCC)CCCCC)CCCCC)=O)CCN(CC)CC)=O)CCCCC)=O)CCCCC bis(2-pentylheptyl)12-(2-(diethylamino)ethyl)-8,16-dioxo-7,17-dipentyl-9,15-dioxa-7,12,17-triazatricosanedioate